CC1(CCC2C3CCC4(C(CCC4C3CCC2C1)=C)C)O 3,13-dimethyl-17-methylene-1,2,4,5,6,7,8,9,10,11,12,14,15,16-tetradecahydrocyclopenta[a]phenanthren-3-ol